FC=1C=C(C=NC1N1CCNCC1)C1C(NC(CC1)=O)=O 3-(5-fluoro-6-(piperazin-1-yl)pyridin-3-yl)piperidine-2,6-dione